ClC=1C2=C(N=CN1)NC(C2(C)C)=O 4-chloro-5,5-dimethyl-7H-pyrrolo[2,3-d]pyrimidin-6-one